3-amino-4,6-dimethyl-furo[2,3-b]Pyridine-2-carboxylic acid ethyl ester C(C)OC(=O)C1=C(C=2C(=NC(=CC2C)C)O1)N